(E)-9,11-Hexadecadienal C(CCCCCCC\C=C\C=CCCCC)=O